C[NH2+]C.C[NH2+]C.C[NH2+]C.C[NH2+]C.[Zr+4] zirconium tetra(dimethyl-ammonium)